COC(CC1CCN(CC1)C1=C(C=C(C=C1)C1C(NC(CC1)=O)=O)F)OC 3-[4-[4-(2,2-dimethoxyethyl)-1-piperidyl]-3-fluorophenyl]-piperidine-2,6-dione